ClC=1C=CC(=C(C1)NC(CSCC(NC1=C(C=CC(=C1)Cl)OCC1=CC=CC=C1)=O)=O)OCC1=CC=CC=C1 (2-((5-chloro-2-benzyloxyphenyl)amino)-2-oxoethyl)thioether